ethyl 3-((6-(1-methyl-1H-pyrazol-4-yl)pyrazolo[1,5-a]pyrimidin-3-yl)amino)propanoate CN1N=CC(=C1)C=1C=NC=2N(C1)N=CC2NCCC(=O)OCC